2-(4-methyltetrahydro-2H-pyran-4-yl)quinoline-6-carbaldehyde CC1(CCOCC1)C1=NC2=CC=C(C=C2C=C1)C=O